4-methoxy-4'-ethylphenyl-tolane Tert-Butyl-6-[1-[4-methyl-5-(trifluoromethyl)-2-pyridyl]ethylidene]-2-azaspiro[3.3]heptane-2-carboxylate C(C)(C)(C)OC(=O)N1CC2(C1)CC(C2)=C(C)C2=NC=C(C(=C2)C)C(F)(F)F.COC2=CC=C(C=C2)C2=C(C=CC=C2)C#CC2=CC=C(C=C2)CC